NCCC=1C=NC(=NC1)C1=C(C=C(C#N)C=C1)OC1=NC(=NC(=C1)N(CC)CC)C 4-[5-(2-aminoethyl)pyrimidin-2-yl]-3-[6-(diethylamino)-2-methylpyrimidin-4-yl]oxybenzonitrile